C(C)(C)(C)OC(=O)N1C(=CC=C1C#N)C1=CC(=C(C(=C1)F)C=1N=C2N(C=CC(=C2)C)C1C[C@H]1CN(CCO1)C(=O)OC)F methyl (S)-2-((2-(4-(1-(tert-butoxycarbonyl)-5-cyano-pyrrol-2-yl)-2,6-difluorophenyl)-7-methylimidazo[1,2-a]pyridin-3-yl)-methyl)morpholine-4-carboxylate